N1(N=CN=C1)C[C@]1(C[C@@H](CO1)C=O)C1=C(C=C(C=C1)F)F Trans-5-((1H-1,2,4-triazol-1-yl)methyl)-5-(2,4-difluorophenyl)tetrahydrofuran-3-carbaldehyde